4-[1-[4-(trifluoromethyl)phenyl]cyclopropyl]piperidine-1-carboxylic acid tert-butyl ester C(C)(C)(C)OC(=O)N1CCC(CC1)C1(CC1)C1=CC=C(C=C1)C(F)(F)F